[N+](=O)([O-])C=1C=C(C=CC1)B(O)O (3-nitrophenyl)boronic acid